FC1=C(C=C(C=C1)C(=O)OC)NC(NC=1SC=C(C1C(=O)OCC)C)=O ethyl 2-(3-(2-fluoro-5-(methoxycarbonyl)phenyl)ureido)-4-methylthiophene-3-carboxylate